2-(2-methoxyphenyl)propan-2-amine COC1=C(C=CC=C1)C(C)(C)N